tert-butyl (1-(6-amino-5-((2-chloro-3-(2-(dimethylamino)-2-oxoacetamido)phenyl)thio)pyrazin-2-yl)-4-methylpiperidin-4-yl)carbamate NC1=C(N=CC(=N1)N1CCC(CC1)(C)NC(OC(C)(C)C)=O)SC1=C(C(=CC=C1)NC(C(=O)N(C)C)=O)Cl